C1(CCCCC1)OC(=O)C1CC(CCC1)C(=O)OC1CCCCC1 cyclohexane-1,3-dicarboxylic acid dicyclohexyl ester